1-[(4-isopropylphenyl)sulfonyl]-5-methoxy-3-[(4-methyl-1-piperazinyl)methyl]-1H-indole C(C)(C)C1=CC=C(C=C1)S(=O)(=O)N1C=C(C2=CC(=CC=C12)OC)CN1CCN(CC1)C